BrC1=C(C=C(C=C1)[C@@H](C(F)(F)F)N[S@](=O)C(C)(C)C)C (R)-N-((S)-1-(4-bromo-3-methylphenyl)-2,2,2-trifluoroethyl)-2-methylpropane-2-sulfinamide